FC1=CC=C(CN2CCN(CC2)C2=CC=C(C=N2)C2=C3C=CC=NC3=CC(=C2)C=2C=NN(C2)C)C=C1 5-(6-(4-(4-Fluorobenzyl)piperazin-1-yl)pyridin-3-yl)-7-(1-methyl-1H-pyrazol-4-yl)quinoline